(rac)-((1s,3s)-3-Hydroxy-3-methylcyclobutyl)(6-(1-methyl-1H-pyrazol-4-yl)-2-azaspiro[3.4]octan-2-yl)methanone OC1(CC(C1)C(=O)N1CC2(C1)C[C@@H](CC2)C=2C=NN(C2)C)C |r|